N-[2-(1-benzylpiperidin-4-yl)ethyl]-1-[3-methoxy-4-(trifluoromethoxy)phenyl]piperidine-4-carboxamide C(C1=CC=CC=C1)N1CCC(CC1)CCNC(=O)C1CCN(CC1)C1=CC(=C(C=C1)OC(F)(F)F)OC